NC1=C2N=C(N(C2=NC(=N1)C#CCCCC)[C@@H]1OC[C@H]([C@H]1O)O)C=1N(C=CN1)C (2R,3R,4R)-2-(6-Amino-2-(hex-1-yn-1-yl)-8-(1-methyl-1H-imidazol-2-yl)-9H-purin-9-yl)tetrahydrofuran-3,4-diol